acetic acid 3,7,11,15-tetramethylhexadec-2-enyl ester CC(=CCOC(C)=O)CCCC(CCCC(CCCC(C)C)C)C